2-Methylen-5-methyl-1,3-dioxan C=C1OCC(CO1)C